N[Pd](N)(N)(N)(Cl)(Cl)(Cl)Cl tetra-aminopalladium tetra-chloride